tertiary butyl 3-(4-(1-(4-((5-chloro-4-((2-(N-methylmethylsulfonamido)phenyl)amino)pyrimidin-2-yl)amino)-3-methoxyphenyl)piperidin-4-yl)piperazin-1-yl)propanoate ClC=1C(=NC(=NC1)NC1=C(C=C(C=C1)N1CCC(CC1)N1CCN(CC1)CCC(=O)OC(C)(C)C)OC)NC1=C(C=CC=C1)N(S(=O)(=O)C)C